C(#N)C=1C=C(C=CC1C(F)(F)F)NC(=O)N1C2CCC1CC=1C(=NC=CC12)F N-(3-cyano-4-(trifluoromethyl)phenyl)-1-fluoro-6,7,8,9-tetrahydro-5H-5,8-epiminocyclohepta[c]pyridine-10-carboxamide